5-(5-bromopyridin-2-yl)-1,3,4-thiadiazol-2-amine BrC=1C=CC(=NC1)C1=NN=C(S1)N